(S)-6-(3-amino-5-fluoro-6-(3-((2-methylpyrrolidin-1-yl)methyl)-4-(tetrahydro-2H-pyran-4-yl)phenyl)pyrazin-2-yl)-4-fluoroisoquinolin-1(2H)-one NC=1C(=NC(=C(N1)F)C1=CC(=C(C=C1)C1CCOCC1)CN1[C@H](CCC1)C)C=1C=C2C(=CNC(C2=CC1)=O)F